acetamidopyran C(C)(=O)NC1OC=CC=C1